[Cl-].[Cl-].C1(=CC=CC=C1)C(C1=CC=CC=C1)=[Zr+2](C1=C(C=CC=2C3=CC=C(C=C3CC12)C(C)(C)C)C(C)(C)C)C1C=C(C=C1)CCCC Diphenylmethylene(3-n-butylcyclopentadienyl)(2,7-di-tert-butylfluorenyl)zirconium dichloride